C(C1=CC=CC=C1)OCCCCCCN(C(=O)C1=C[C@H]([C@H]([C@@H](C1)OCCC#N)OCCC#N)OCCC#N)C (3R,4S,5R)-N-(6-(benzyloxy)hexyl)-3,4,5-tris(2-cyanoethoxy)-N-methylcyclohex-1-ene-1-carboxamide